Methyl 5-fluoro-2-(vinyloxy)benzoate FC=1C=CC(=C(C(=O)OC)C1)OC=C